Cyclobutyl (5-(4-oxo-3,4-dihydrophthalazin-1-yl)-1H-benzimidazol-2-yl)carbamate O=C1NN=C(C2=CC=CC=C12)C1=CC2=C(NC(=N2)NC(OC2CCC2)=O)C=C1